6-((4-(4-amino-3-(4-phenoxyphenyl)-1H-pyrazolo[3,4-d]pyrimidin-1-yl)-3-fluoropiperidin-1-yl)methyl)-2-(2,6-dioxopiperidin-3-yl)-4-fluoroisoindoline-1,3-dione NC1=C2C(=NC=N1)N(N=C2C2=CC=C(C=C2)OC2=CC=CC=C2)C2C(CN(CC2)CC2=CC(=C1C(N(C(C1=C2)=O)C2C(NC(CC2)=O)=O)=O)F)F